NC1=NC=2C=CC(=CC2C2=C1[C@H](OC2)C)C(=O)N(CC2=NC=C(N=C2)C(F)(F)F)C(C)C (3R)-4-amino-3-methyl-N-(2-propanyl)-N-((5-(trifluoromethyl)-2-pyrazinyl)methyl)-1,3-dihydrofuro[3,4-c]quinoline-8-carboxamide